NC=1C2=C(N=CN1)N(C(=C2C=2C=NN(C2)CC2=NC(=CC=C2)C)C2=CC=C(C=C2)NC(C(=C)C)=O)C N-(4-(4-amino-7-methyl-5-(1-((6-methylpyridin-2-yl)methyl)-1H-pyrazol-4-yl)-7H-pyrrolo[2,3-d]pyrimidin-6-yl)phenyl)methacrylamide